N1-[2-(benzyloxy)ethyl]-N1-methyl-N3-(3-methyl-2-nitrophenyl)propane-1,3-diamine C(C1=CC=CC=C1)OCCN(CCCNC1=C(C(=CC=C1)C)[N+](=O)[O-])C